C12CC(CC(CC1)N2)NC(OC(C)(C)C)=O tert-butyl (8-azabicyclo[3.2.1]octan-3-yl)carbamate